[1,2,3]triazolo[4,5-i]phenazine N1=NN=C2C1=CC1=NC=3C=CC=CC3N=C1C2